5-(2-fluorophenyl)thiazolo[4,5-b]pyridine FC1=C(C=CC=C1)C1=CC=C2C(=N1)N=CS2